C1=C(C=C(C(=C1O)O)O)C2=C(C(=O)C3=C(C=C(C=C3O2)O)O)OC4[C@H]([C@@H]([C@H](O4)CO)O)O The molecule is a glycosyloxyflavone that is the 3-O-arabinofuranosyl derivative of myricetin. It has been isolated from Mimosa diplotricha. It has a role as a plant metabolite. It is a glycosyloxyflavone, a monosaccharide derivative, a pentahydroxyflavone and an arabinoside. It derives from a myricetin.